phenoxycyclotriphosphazene potassium [K].O(C1=CC=CC=C1)P1=NP=NP=N1